((methacryloyloxy)ethyl)dimethyl-(3-sulfopropyl)ammonium hydroxide [OH-].C(C(=C)C)(=O)OCC[N+](CCCS(=O)(=O)O)(C)C